bis(9,9-dimethyl-2-fluorenyl)amine CC1(C2=CC=CC=C2C=2C=CC(=CC12)NC1=CC=2C(C3=CC=CC=C3C2C=C1)(C)C)C